BrC1=CC=C(C(=N1)CO)Cl (6-bromo-3-chloropyridin-2-yl)methanol